N,N-diethyl-4-nitrobenzamide benzyl-(3aR,6aS)-3'-phenyltetrahydro-1H-spiro[cyclopenta[c]pyrrole-5,2'-oxirane]-2(3H)-carboxylate C(C1=CC=CC=C1)OC(=O)N1C[C@@H]2[C@H](C1)CC1(OC1C1=CC=CC=C1)C2.C(C)N(C(C2=CC=C(C=C2)[N+](=O)[O-])=O)CC